tetraethyl 7-methyl-9H-carbazole-1,2,3,4-tetracarboxylate CC1=CC=C2C=3C(=C(C(=C(C3NC2=C1)C(=O)OCC)C(=O)OCC)C(=O)OCC)C(=O)OCC